[Na+].[13C]([13CH2][13CH3])(=O)[O-] [13C3]Propionate sodium